6-(2-amino-5-(3,5-dimethyl-4-(4-methylpiperazin-1-yl)phenyl)pyridin-3-yl)-2,7-naphthyridin-1(2H)-one NC1=NC=C(C=C1C=1C=C2C=CNC(C2=CN1)=O)C1=CC(=C(C(=C1)C)N1CCN(CC1)C)C